O1CC(CC1)NC=1C=CC=C2CCN(CC12)C=O (8-((tetrahydrofuran-3-yl)amino)-3,4-dihydro-isoquinolin-2(1H)-yl)methanone